C(C1=CC=CC=C1)O[C@H]1[C@H](O[C@@H]([C@H]([C@H]1OCC1=CC=CC=C1)OCC1=CC=CC=C1)COCC1=CC=CC=C1)OC1=CC=C(C=C1)C1NCCC2=C1NC1=CC=CC=C21 1-(4-(((2R,3R,4R,5R,6R)-3,4,5-tris(benzyloxy)-6-((benzyloxy)methyl)tetrahydro-2H-pyran-2-yl)oxy)phenyl)-2,3,4,9-tetrahydro-1H-pyrido[3,4-b]indole